CC1=CC(OC2=CC(=C(C=C12)C)NC1=CC=C(C=C1)N1CCC(CC1)C(F)(F)F)=O 4,6-dimethyl-7-((4-(4-(trifluoromethyl)piperidin-1-yl)phenyl)amino)-2H-chromen-2-one